C(C1=CC=CC=C1)N(C(O)=O)C(C(=O)N(C)OC)(C)C.CC(C=O)(C)NC(OCC1=CC=CC=C1C12N=C3CC(CC(C1)C3)(C2)O)=O 5-hydroxy-2-azatricyclo[3.3.1.13,7]DecaneNBenzyl (2-methyl-1-oxopropan-2-yl)carbamate Benzyl-(1-(methoxy(methyl)amino)-2-methyl-1-oxopropan-2-yl)carbamate